BrC1=NC=C(C(=N1)C1=CN=C2N1N=C(C(=C2)OC)C(C)(C)O)F 2-(3-(2-bromo-5-fluoropyrimidin-4-yl)-7-methoxyimidazo[1,2-b]pyridazin-6-yl)propan-2-ol